CN(C1=NC=CC(=C1)C=1N=C(SC1)NC1=CC(=CC=C1)C(F)(F)F)C 4-(2-(dimethylamino)pyridin-4-yl)-N-(3-(trifluoromethyl)phenyl)thiazol-2-amine